ClC=1C=C(CO[C@@H]2CN(C[C@H]2N2N=NC(=C2)C=2C=NC=CC2)C(=O)OC(C)(C)C)C=C(C1)C(F)(F)F tert-butyl trans-3-(3-chloro-5-(trifluoromethyl)benzyloxy)-4-(4-(pyridin-3-yl)-1H-1,2,3-triazol-1-yl)pyrrolidine-1-carboxylate